S1C(=NC=C1)NC(OC1=CC=CC=C1)=O phenyl thiazol-2-yl-carbamate